1-ethylimidazole-2-thiol C(C)N1C(=NC=C1)S